C1(=C(C=CC=C1C)C)N=C=NC1=C(C=CC=C1C)C di-2,6-xylylcarbodiimide